O[C@@H]1[C@H](CCCC1)NC(C1=CC(=C(C=C1)C)OCC=1C=NC=C(C1)C1=NC=CC=N1)=O N-[(1S,2S)-2-hydroxycyclohexyl]-4-methyl-3-{[5-(pyrimidin-2-yl)pyridin-3-yl]methoxy}benzamide